OC1=C2C(C(=C(OC2=CC(=C1C)O)C1=CC=C(C=C1)O)OC)=O 5,7,4'-trihydroxy-3-methoxyl-6-C-methylflavone